CN(CCOC1=CC=2N(C=C1)C(=CN2)C2=C1CNC(C1=C(C=C2)NC2=NC=C(C=C2)N2CC(C(CC2)F)O)=O)C 4-[7-[2-(dimethyl-amino)ethoxy]imidazo[1,2-a]pyridin-3-yl]-7-[[5-(4-fluoro-3-hydroxy-1-piperidyl)-2-pyridyl]amino]isoindolin-1-one